(2-(4-bromothiophen-3-yl)ethoxy)(tert-butyl)diphenylsilane BrC=1C(=CSC1)CCO[Si](C1=CC=CC=C1)(C1=CC=CC=C1)C(C)(C)C